CS(=O)(=O)OCCCCC=1C=C2C(=NC=NN2C1)C=1C=CC2=C(OCCCC2NC(=O)OC(C)(C)C)C1 4-(4-(5-((tert-butoxycarbonyl)amino)-2,3,4,5-tetrahydrobenzo[b]oxepin-8-yl)pyrrolo[2,1-f][1,2,4]triazin-6-yl)butyl methanesulfonate